4-((1S,2S)-2-(6-(2,4-dioxo-1,2,3,4-tetrahydropyrimidin-5-yl)imidazo[1,2-b]pyridazin-8-yl)cyclopropyl)-2,5-difluorobenzonitrile O=C1NC=C(C(N1)=O)C=1C=C(C=2N(N1)C=CN2)[C@@H]2[C@H](C2)C2=CC(=C(C#N)C=C2F)F